1,3-diamino-1-methylcyclohexane NC1(CC(CCC1)N)C